NC1=NC=NN2C1=C(C=C2C=2C=C(C(=NC2)OC)C(=O)N[C@@H]2CN(C[C@@H]2F)C(=O)OCCC)C(F)(F)F propyl (3R,4S)-3-{5-[4-amino-5-(trifluoromethyl)pyrrolo[2,1-f][1,2,4]triazin-7-yl]-2-methoxypyridine-3-amido}-4-fluoropyrrolidine-1-carboxylate